2-((5-(4-chloro-2-fluoro-phenyl)-3-methyl-triazol-4-yl)methyl)-5-(3-isopropoxyazetidin-1-yl)pyridazin-3-one ClC1=CC(=C(C=C1)C1=C(N(N=N1)C)CN1N=CC(=CC1=O)N1CC(C1)OC(C)C)F